CC1=C(C=CC=C1)C(CC)=O 2'-methyl-propiophenone